(3-((benzyloxy)methyl)azetidin-1-yl)-N-methyl-2-nitroaniline C(C1=CC=CC=C1)OCC1CN(C1)N(C1=C(C=CC=C1)[N+](=O)[O-])C